benzene tetrasodium salt [Na].[Na].[Na].[Na].C1=CC=CC=C1